3-(N-allyl-amino)propyl-trimethoxysilane C(C=C)NCCC[Si](OC)(OC)OC